ClC1=CC=C(C=C1)C=1C=C2C=NN(C2=CC1)C=1C=CC(=C(C1)O)F 5-(5-(4-Chlorophenyl)-1H-indazol-1-yl)-2-fluorophenol